OC1=C(C=C(C=C1C(C)(C)CC)C(C)(C)CC)N1N=C2C(=N1)C=CC=C2 2-(2-hydroxy-3,5-di-t-pentylphenyl)benzotriazole